N[C@@H](C(=O)NC1=C(C=CC(=C1)OC)OC)CC1=CC=CC=C1 (R)-2-amino-3-phenyl-N-(2,5-dimethoxyphenyl)-propionamide